C(C)(C)(C)OC(N[C@H]1CN(CCC1)C1C(CC(C1)C1=CC=C(C=C1)F)OC=1N=NC=C(C1)F)=O (3R)-1-(4-(4-fluorophenyl)-2-(5-fluoropyridazin-3-yloxy)cyclopentyl)piperidin-3-ylcarbamic acid tert-butyl ester